5-AMINOURACILE NC=1C(NC(NC1)=O)=O